O1CC(C1)NCC=1C=CC=2N(C1)N=CC2C(=O)[O-].[Li+] lithium 6-((oxetan-3-ylamino)methyl)pyrazolo[1,5-a]pyridine-3-carboxylate